C(#N)C1(CC1)NS(=O)(=O)C=1C=C(C=2N(C1)C(=NC2)C=2SC(=NN2)C(F)F)N2CCN(CC2)C(=O)C2(CC2)C N-(1-cyanocyclopropyl)-3-(5-(difluoromethyl)-1,3,4-thiadiazol-2-yl)-8-(4-(1-methylcyclopropane-1-carbonyl)piperazin-1-yl)imidazo[1,5-a]pyridine-6-sulfonamide